4-chloro-11-ethyl-pyrano[2,3-b]phenothiazin-2(11H)-one ClC1=CC(OC2=CC=3N(C4=CC=CC=C4SC3C=C21)CC)=O